C(C1=CC=CC=C1)OC=1C=CC2=C(C(=C(O2)C)C(=O)N[C@@H]2C[C@H](NC2)C(=O)NC)C1 (2S,4R)-4-(5-(benzyloxy)-2-methylbenzofuran-3-carboxamido)-N-methylpyrrolidine-2-carboxamide